ClCCOC=1C=C(C=CC1)C1=C2CCN(C2=CC=C1)C(=O)C=1SC(=CN1)CO {4-[3-(2-chloroethoxy)phenyl]indoline-1-yl}[5-(hydroxymethyl)thiazol-2-yl]methanone